N1(CCCCCC1)C1=NC2=C(C(=CC=C2C=C1)F)C=1C=CC(=NC1CC)N 5-(2-(azepan-1-yl)-7-fluoroquinolin-8-yl)-6-ethylpyridin-2-amine